(S)-1-(Oxetan-2-ylmethyl)-2-((4-((5-(phenoxymethyl)furan-2-yl)methyl)piperazin-1-yl)methyl)-1H-benzo[d]imidazole O1[C@@H](CC1)CN1C(=NC2=C1C=CC=C2)CN2CCN(CC2)CC=2OC(=CC2)COC2=CC=CC=C2